C(C)(C)(C)OC(C1=CC=C(C=C1)NC(C(CCOC)N1C(C=C(C(=C1)OC)C1=C(C=CC(=C1)Cl)N1C=NC=C1)=O)=O)=O 4-[(2-{4-[5-chloro-2-(1H-imidazol-1-yl)phenyl]-5-methoxy-2-oxopyridin-1(2H)-yl}-4-methoxybutyryl)amino]benzoic acid tert-butyl ester